4,4'-diamino-α-methylstilbene NC1=CC=C(C=C1)C(=CC1=CC=C(C=C1)N)C